1,5-diiodo-2(S)-ethoxy-3-oxa-pentane IC[C@H](OCCI)OCC